[O-2].[Mg+2].[Li+].[Co+2].[Ni+2] nickel cobalt lithium magnesium oxide